(methylsulfonyl)pyrazin CS(=O)(=O)C1=NC=CN=C1